C(C)(C)(C)OC(=O)N1C[C@@H](N(CCC1)C1=NC=CC(=N1)C#N)C (3S)-4-(4-cyanopyrimidin-2-yl)-3-methyl-1,4-diazacycloheptane-1-carboxylic acid tert-butyl ester